methyl-aminotetrahydrofuran CC1(OCCC1)N